4-Ethoxynaphthalene C(C)OC1=CC=CC2=CC=CC=C12